CN(C)CC1=C(C=CC(=N1)NC=1C=CC(=C2CNC(C12)=O)C1=CN=C2N1C=CC(=C2)F)[C@@]2(COCC2)O (S)-7-((6-((dimethylamino)-methyl)-5-(3-hydroxytetra-hydrofuran-3-yl)pyridin-2-yl)amino)-4-(7-fluoroimidazo[1,2-a]pyridin-3-yl)isoindolin-1-one